4-(2-Methyl-2,8-diazaspiro[4.5]decan-8-yl)-5-(oxetan-3-yloxy)-2-(pyridin-4-yl)pyrido[3,4-d]pyrimidine CN1CC2(CC1)CCN(CC2)C=2C1=C(N=C(N2)C2=CC=NC=C2)C=NC=C1OC1COC1